ethyl 8-hydroxyoct-6-enoate OCC=CCCCCC(=O)OCC